NC=1C(=C(C=C(C1C(=O)NC1=CC(=NC=C1)C(F)(F)F)Cl)C1=CC=C(C=C1C1CN(CCC1)C)F)F amino-5-chloro-2,4'-difluoro-6'-(1-methylpiperidin-3-yl)-N-(2-(trifluoromethyl)pyridin-4-yl)-[1,1'-biphenyl]-4-carboxamide